5-bromo-1-methyl-4-(4-((6-methylpyridin-2-yl)oxy)phenyl)-1H-pyrrole-3-carboxamide BrC1=C(C(=CN1C)C(=O)N)C1=CC=C(C=C1)OC1=NC(=CC=C1)C